N-(2,5-diiminomethylenecyclopentylidene)-diphenylammonium tetrafluoroborate F[B-](F)(F)F.N=C1C(C(CC1=C)=N)=[N+](C1=CC=CC=C1)C1=CC=CC=C1